N2-isopropyl-N4-((2-(trifluoromethyl)pyridin-3-yl)methyl)pyrido[3,2-d]pyrimidine-2,4-diamine C(C)(C)NC=1N=C(C2=C(N1)C=CC=N2)NCC=2C(=NC=CC2)C(F)(F)F